O[C@@H]1C[C@H](NC1)C(=O)OC(C)(C)C tert-butyl (2S,4R)-4-hydroxypyrrolidine-2-carboxylate